ClC=1C=CC(=C(C(=O)N2C3CC([C@H]([C@H]2CNC2=NC=C(C=N2)C(F)(F)F)C)C3)C1)N1N=CC=N1 |o1:12,13| N-{[(3S,4R) or (3R,4S)-2-[5-chloro-2-(2H-1,2,3-triazol-2-yl)benzoyl]-4-methyl-2-azabicyclo[3.1.1]heptan-3-yl]methyl}-5-(trifluoromethyl)pyrimidin-2-amine